CC(C[C@@H](C)N1N=CC(=C1)C=1C=2N(C=C(N1)C=1C=NN(C1)C[C@H](CO)O)N=CC2)C (R)-3-(4-(4-(1-((R)-4-methylpentan-2-yl)-1H-pyrazol-4-yl)pyrazolo[1,5-a]pyrazin-6-yl)-1H-pyrazol-1-yl)propane-1,2-diol